C(C)(C)(C)OC(=O)N[C@@H](CCCCN)C(=O)O L-N-tert-butoxycarbonyl-lysine